1-O-tetradecyl-sn-glycerol C(CCCCCCCCCCCCC)OC[C@@H](O)CO